(R)-(4,5-Difluoro-7-methyl-1H-benzo[d]imidazol-2-yl)(5-methyl-7,8-dihydro-1,6-naphthyridin-6(5H)-yl)methanone FC1=C(C=C(C=2NC(=NC21)C(=O)N2[C@@H](C=1C=CC=NC1CC2)C)C)F